NC1=C(C(=NN1C(C)C)C1=CC=C(C=C1)CC(=O)NC1=CC(=NO1)C1(CC(C1)(F)F)C)C(=O)N 5-Amino-3-[4-[2-[[3-(3,3-difluoro-1-methyl-cyclobutyl)isoxazol-5-yl]amino]-2-oxo-ethyl]phenyl]-1-isopropyl-pyrazole-4-carboxamide